1-acetyl-N-(3,5-dinitrophenyl)-1H-indole-3-carboxamide C(C)(=O)N1C=C(C2=CC=CC=C12)C(=O)NC1=CC(=CC(=C1)[N+](=O)[O-])[N+](=O)[O-]